4-Amino-N-[3-([4-[1-(benzenesulfonyl)indol-3-yl]-5-chloropyrimidin-2-yl]amino)phenyl]benzamide NC1=CC=C(C(=O)NC2=CC(=CC=C2)NC2=NC=C(C(=N2)C2=CN(C3=CC=CC=C23)S(=O)(=O)C2=CC=CC=C2)Cl)C=C1